(2-(1H-imidazol-1-yl)ethyl)-5-methyl-7,8-dihydro-6H-cyclopenta[5,6]pyrido[2,3-d]pyrimidine-2,4-diamine N1(C=NC=C1)CCC1CCC=2C1=C(C1=C(N=C(N=C1N)N)N2)C